C(C1=CC=CC=C1)OC(=O)N[C@@H]1CN(C[C@@H](CC1)F)C(=O)OCC1=CC=CC=C1 |&1:15| benzyl (3S,6R)- and (3S,6S)-3-(((benzyloxy)carbonyl)amino)-6-fluoroazepane-1-carboxylate